N-benzyl-2,3-dihydropyrrole C(C1=CC=CC=C1)N1CCC=C1